2,2'-diamino-5-chloro-N-(5-chloro-6-(2H-1,2,3-triazol-2-yl)pyridin-3-yl)-4'-fluoro-[1,1'-biphenyl]-4-carboxamide NC1=C(C=C(C(=C1)C(=O)NC=1C=NC(=C(C1)Cl)N1N=CC=N1)Cl)C1=C(C=C(C=C1)F)N